C(OC(C)I)(OCCCCCCCCCCC)=O 1-Iodoethyl undecyl carbonate